4-(1-(thiophen-2-ylsulfonyl)-2,3-dihydro-1H-pyrrolo[2,3-c]pyridin-4-yl)benzonitrile S1C(=CC=C1)S(=O)(=O)N1CCC=2C1=CN=CC2C2=CC=C(C#N)C=C2